C(C)N(CCC1=CNC2=CC=CC(=C12)O)CC N,N-diethyl-4-hydroxytryptamine